2-(3-oxo-2,3-dihydro-1H-indene-1-ylidene)malononitrile O=C1CC(C2=CC=CC=C12)=C(C#N)C#N